ClC1=C(C(=CC=C1F)Cl)[C@@H](C)OC=1C(=NC=C(C1)C=1C=NN(C1)C1CCNCC1)N (R)-3-(1-(2,6-dichloro-3-fluorophenyl)ethoxy)-5-(1-(piperidine-4-yl)-1H-pyrazol-4-yl)pyridine-2-amine